8-cyclopropyl-5-fluoro-3,3-dimethyl-3,4-dihydro-1H-quinoxaline-2-thione C1(CC1)C=1C=CC(=C2NC(C(NC12)=S)(C)C)F